tert-butyl 4-[4-[3-chloro-4-(1-methylpyrazol-3-yl)oxy-anilino]pyrido[3,2-d]pyrimidin-6-yl]piperazine-1-carboxylate ClC=1C=C(NC=2C3=C(N=CN2)C=CC(=N3)N3CCN(CC3)C(=O)OC(C)(C)C)C=CC1OC1=NN(C=C1)C